5-(difluoromethyl)-3-[2-(5-fluoropyrimidin-2-yl)oxy-4,6-dimethyl-3-pyridinyl]isoxazole FC(C1=CC(=NO1)C=1C(=NC(=CC1C)C)OC1=NC=C(C=N1)F)F